Cl.NC=1C(C2=C(N=C(N=C2)N2CCN(CCC2)C)N2C1SC1=C2C=CC=C1)=O 6-amino-2-(4-methyl-1,4-diazepan-1-yl)-5H-benzo[4',5']thiazolo[3',2':1,6]pyrido[2,3-d]pyrimidin-5-one hydrochloride